1-[(R)-1-(2,6-dimethyl-phenyl)-pyrrolidin-3-yl]-4-(2-hydroxy-ethylamino)-3-(2-trifluoromethyl-benzyl)-1,3-dihydro-imidazo[4,5-c]pyridin-2-one CC1=C(C(=CC=C1)C)N1C[C@@H](CC1)N1C(N(C=2C(=NC=CC21)NCCO)CC2=C(C=CC=C2)C(F)(F)F)=O